[Br].ClC1=CC=C(C=C1)C1(CCCCC1)C(=O)N (4-chlorophenyl)cyclohexane-1-carboxamide bromine